(5S,8S)-N-(4-chloro-2,3-difluorobenzyl)-5-fluoro-8-hydroxy-5,6,7,8-tetra-hydroquinoline-5-carboxamide ClC1=C(C(=C(CNC(=O)[C@]2(C=3C=CC=NC3[C@H](CC2)O)F)C=C1)F)F